2-(azidomethyl)-6-cyclopropyl-8-(((triisopropylsilyl)oxy)methyl)imidazo[1,2-a]pyridine N(=[N+]=[N-])CC=1N=C2N(C=C(C=C2CO[Si](C(C)C)(C(C)C)C(C)C)C2CC2)C1